N-(4-cyclobutyl-1-methyl-3-(2-(trifluoromethyl)thiazol-5-yl)-1H-pyrazol-5-yl)-2-(1-(trifluoromethyl)cyclopropyl)acetamide C1(CCC1)C=1C(=NN(C1NC(CC1(CC1)C(F)(F)F)=O)C)C1=CN=C(S1)C(F)(F)F